COC1=NC(=CN=C1N1N=NN=C1C1CC1)OC 2,6-Dimethoxy-3-(5-cyclopropyl-tetrazol-1-yl)-pyrazine